ClCC(=O)C1=CC=C(C=C1)C 2-chloro-4'-methylacetophenone